NC1=NC(=NN1C1=NC=NC2=CC(=C(C=C12)OC)O)NC1=CC=C(C=C1)N1CCN(CC1)C1CCCCCC1 4-(5-amino-3-(4-(4-cycloheptylpiperazin-1-yl)phenylamino)-1H-1,2,4-triazol-1-yl)-6-methoxyquinazolin-7-ol